COCC[C@@]1([C@H](O)[C@H](O)[C@@H](CO)O1)N1C=NC=2C(=O)NC(N)=NC12 methoxyethyl-guanosine